C1(CCCCC1)C1=CN=C(S1)N1C([C@@H]2N(CCN(C2)C#N)CC1)=O (R)-8-(5-cyclohexylthiazol-2-yl)-9-oxooctahydro-2H-pyrazino[1,2-a]pyrazine-2-carbonitrile